CC(C)C(CCC)O 2-methyl-3-hexanol